C=CC(C(C=C)O)O 1,5-hexadiene-3,4-diol